methyl-(2-carboxyethyl)phosphinic acid CP(O)(=O)CCC(=O)O